3-(3-((2-(5-((4,6-Difluoro-1-phosphono-1H-indol-5-yl)oxy)-2-fluorophenyl)-1H-imidazol-4-yl)methyl)-2-fluorophenyl)propanoic acid FC1=C2C=CN(C2=CC(=C1OC=1C=CC(=C(C1)C=1NC=C(N1)CC=1C(=C(C=CC1)CCC(=O)O)F)F)F)P(=O)(O)O